COC1=CC2=C(C=C1)N(C1=NC=3CCCCC3C(=C12)N)CCCNC 9-methoxy-6-(3-(methylamino)propyl)-2,3,4,6-tetrahydro-1H-indolo[2,3-b]quinolin-11-amine